ClCC=1C=C(C=CC1)N1C(NC(CC1)=O)=O 1-(3-(chloromethyl)phenyl)dihydropyrimidine-2,4(1H,3H)-dione